C/C(/C(=O)O)=C\C1=C(C=C(C=C1OC)OC1=C(C=NC2=CC(=CC=C12)O)C(C1=C(C=CC=C1)CC)=O)OC methyl-(E)-3-(4-((3-(2-ethylbenzoyl)-7-hydroxyquinolin-4-yl)oxy)-2,6-dimethoxyphenyl)acrylic acid